N=1C=CC=2C1C(N=NC2)=O Pyrrolo[2,3-d]Pyridazin-7-one